6-[2-[[2-Chloro-4-[5-(difluoromethyl)-1,3,4-oxadiazol-2-yl]phenyl]methyl]tetrazol-5-yl]-N-methylquinolin-2-amine ClC1=C(C=CC(=C1)C=1OC(=NN1)C(F)F)CN1N=C(N=N1)C=1C=C2C=CC(=NC2=CC1)NC